Cl.O1C(=CC=C1)CC1=CC(=C2C(=N1)C(=C(S2)[C@H](C)NC)C)N [(furan-2-yl)methyl]-3-methyl-2-[(1s)-1-(methylamino)ethyl]thieno[3,2-b]pyridin-7-amine hydrochloride